Tert-butyl (R)-3-((2-methyl-4-oxo-4,5-dihydropyrazolo[1,5-d][1,2,4]triazin-7-yl)thio)piperidine-1-carboxylate CC1=NN2C(=NNC(C2=C1)=O)S[C@H]1CN(CCC1)C(=O)OC(C)(C)C